europium(II) 1,4,10,13-tetraoxa-7,16-diazacyclooctadecan O1CCOCCNCCOCCOCCNCC1.[Eu+2]